C(#N)C1=CC(=C(C=C1)NS(=O)(=O)C1=CNC(=C1)C=1SC(=CC1)F)F N-(4-cyano-2-fluorophenyl)-5-(5-fluorothiophen-2-yl)-1H-pyrrole-3-sulfonamide